2-(1-chloro-2-methyl-1-(2-naphthyl)propyl)quinoline ClC(C(C)C)(C1=CC2=CC=CC=C2C=C1)C1=NC2=CC=CC=C2C=C1